SC=1C(=NC=CC1)C1=NC=CC=C1 mercaptobipyridine